S(=O)(=O)(OCNC(CCCCCCCCCCCCCCCCCCCCC)=O)[O-] behenamidomethyl sulfate